iridium (1,5-cyclooctadiene) C1=CCCC=CCC1.[Ir]